4-bromo-6-chlorodibenzo[b,d]thiophene BrC1=CC=CC2=C1SC1=C2C=CC=C1Cl